CC1=CC2=C(N=C(S2)C2=NC=3N(C(N(C(C3N2C)=O)CC)=O)CC)C=C1 (6-methylbenzo[d]thiazole-2-yl)-1,3-diethyl-7-methyl-1H-purine-2,6(3H,7H)-dione